C(CCC)[Zr](C)(C)CCCC di-n-butyldimethylzirconium